difluoropyrimidin FC1=CC(=NC=N1)F